diethyl-tin (II) C(C)[Sn]CC